(1R,4s)-4-((S)-2-(5-Chloropyridin-2-yl)-2-methylbenzo[d][1,3]dioxol-4-yl)-N-methylcyclohexan-1-amine ClC=1C=CC(=NC1)[C@@]1(OC2=C(O1)C=CC=C2C2CCC(CC2)NC)C